4-(2-((4-fluorophenyl)amino)pyridin-3-yl)-6-methyl-1-tosyl-1,6-dihydro-7H-pyrrolo[2,3-c]pyridin-7-one FC1=CC=C(C=C1)NC1=NC=CC=C1C=1C2=C(C(N(C1)C)=O)N(C=C2)S(=O)(=O)C2=CC=C(C)C=C2